FC1=C(C(=CC=C1)SC1=CC(=CC=C1)OC)C1OCCO1 2-(2-fluoro-6-((3-methoxyphenyl)thio)phenyl)-1,3-dioxolane